N-(5-(3,5-difluorobenzyl)-1H-indazol-3-yl)-4-(4-((1-((2-(2,6-dioxopiperidin-3-yl)-1,3-dioxoisoindolin-5-yl)methyl)azetidin-3-yl)methyl)piperazin-1-yl)-2-((2-fluoroethyl)amino)benzamide FC=1C=C(CC=2C=C3C(=NNC3=CC2)NC(C2=C(C=C(C=C2)N2CCN(CC2)CC2CN(C2)CC=2C=C3C(N(C(C3=CC2)=O)C2C(NC(CC2)=O)=O)=O)NCCF)=O)C=C(C1)F